1-Octyl-2-propylpyridinium acetat C(C)(=O)[O-].C(CCCCCCC)[N+]1=C(C=CC=C1)CCC